NC1=C(C=C(C=2N1N=C1C2C=NN1)C=1C=NC(=CC1)N1CC2N(C(C1)C2)CC=2C=NC(=CC2)OC)OCC 7-amino-6-ethoxy-4-(6-(6-((6-methoxypyridin-3-yl)methyl)-3,6-diazabicyclo[3.1.1]hept-3-yl)pyridin-3-yl)-1H-pyrazolo[3',4':3,4]pyrazolo[1,5-a]pyridine